N1,N14-bis((S)-1-((2S,4R)-4-hydroxy-2-((4-(4-methylthiazol-5-yl)benzyl)carbamoyl)pyrrolidin-1-yl)-3,3-dimethyl-1-oxobutan-2-yl)-3,6,9,12-tetraoxatetradecanediamide O[C@@H]1C[C@H](N(C1)C([C@H](C(C)(C)C)NC(COCCOCCOCCOCC(=O)N[C@H](C(N1[C@@H](C[C@H](C1)O)C(NCC1=CC=C(C=C1)C1=C(N=CS1)C)=O)=O)C(C)(C)C)=O)=O)C(NCC1=CC=C(C=C1)C1=C(N=CS1)C)=O